2-(4-chlorophenyl)-4-[[3,4-difluorophenylmethylsulfonyl]oxy]-5-amino-3(2H)-furanone ClC1=CC=C(C=C1)C1OC(=C(C1=O)OS(=O)(=O)CC1=CC(=C(C=C1)F)F)N